COC(=O)N1CCC(CC1)N1CCCCC1.OC1=C(C=C(C=C1OC)C(CC)=O)OC (4-hydroxy-3,5-dimethoxyphenyl)propan-1-one methyl-1,4'-bipiperidine-1'-carboxylate